2-((2,4-dimethylphenyl)sulfonyl)-6-(piperazin-1-yl)benzaldehyde CC1=C(C=CC(=C1)C)S(=O)(=O)C1=C(C=O)C(=CC=C1)N1CCNCC1